1-[(9Z)-hexadeca-9-en-1-yloxy]-N,N-dimethyl-3-(octyloxy)propan-2-amine C(CCCCCCC\C=C/CCCCCC)OCC(COCCCCCCCC)N(C)C